Cerium-Gadolinium Oxide [O-2].[Gd+3].[Ce+3].[O-2].[O-2]